O1COC2=C1C=CC(=C2)C2NC(CC1=C2NC2=CC=C(C=C12)OS(=O)(=O)F)C(=O)OC Methyl 1-(benzo[d][1,3]dioxol-5-yl)-6-((fluorosulfonyl) oxy)-2,3,4,9-tetrahydro-1H-pyrido[3,4-b]indole-3-carboxylate